FC1(C(OC(C1)CI)=O)F 3,3-difluoro-5-(iodomethyl)dihydrofuran-2(3H)-one